2-[(2-fluoroethyl)amino]-5-[(2-oxo-1,2,3,4-tetrahydroquinolin-6-yl)-1,3,4-oxadiazol-2-yl]benzonitrile FCCNC1=C(C#N)C=C(C=C1)C=1OC(=NN1)C=1C=C2CCC(NC2=CC1)=O